fluorolithium boron [B].F[Li]